C(#N)C1=CC(=NC=C1)S(=O)(=O)NC1CC(C1)NC1=C2C(=NC=C1C1=NN(C=C1)CCO)NC=C2 4-cyano-N-((1s,3s)-3-((5-(1-(2-hydroxyethyl)-1H-pyrazol-3-yl)-1H-pyrrolo[2,3-b]pyridin-4-yl)amino)cyclobutyl)pyridine-2-sulfonamide